N-Propyl-hexylamin C(CC)NCCCCCC